6-(cyclopropanecarboxamido)-4-((4-(5-fluoropyrimidin-2-yl)-3-methoxypyridin-2-yl)amino)-N-(methyl-d3)Nicotinamide iron [Fe].C1(CC1)C(=O)NC1=NC=C(C(=O)NC([2H])([2H])[2H])C(=C1)NC1=NC=CC(=C1OC)C1=NC=C(C=N1)F